N'-(pyrazol-5-yl)thiourea N1N=CC=C1NC(N)=S